C(C(C)(C)C)(=O)OC[C@]1(O[C@H]([C@@H]2OC(O[C@@H]21)(C)C)C2=CC=C1C(=NC=NN12)N)C#N ((3aS,4R,6S,6aS)-6-(4-aminopyrrolo[2,1-f][1,2,4]triazin-7-yl)-4-cyano-2,2-dimethyltetrahydrofuro[3,4-d][1,3]dioxol-4-yl)methyl pivalate